[Cl-].C(CCCCCCCCC)[N+](C)(C)CCCCCCCCCC Di-decyl-dimethyl-ammonium chloride